C(=O)C1=C(C2=CC=CC=C2C=C1)/C(/C=C/C(=O)OCCCC)=C\C1=CC=C(C=C1)F n-butyl (2E,4Z)-4-(2-formylnaphthalen-1-yl)-5-(4-fluorophenyl)-2,4-pentadienoate